methyl 7-[(3S)-3-[tert-butoxycarbonyl(methyl)amino]pyrrolidin-1-yl]-2-methoxy-1,3-benzothiazole-4-carboxylate C(C)(C)(C)OC(=O)N([C@@H]1CN(CC1)C=1C=CC(=C2N=C(SC21)OC)C(=O)OC)C